N1=CC=C(C=C1)CC1(C(C=CC=C1)N)N 1-(pyridin-4-ylmethyl)benzene-1,2-diamine